CN1C(=NN=C1)CC1(COC1)C=1C=C(C=CC1)N1CC2=C(C=C(C=C2C1=O)CN1CCS(CC1)(=O)=O)C(F)(F)F 4-{[2-(3-{3-[(4-methyl-4H-1,2,4-triazol-3-yl)methyl]oxetan-3-yl}phenyl)-3-oxo-7-(trifluoromethyl)-2,3-dihydro-1H-isoindol-5-yl]methyl}-1λ6-thiomorpholine-1,1-dione